C(=O)(C=C)OC=1C=CC=2C[C@@H]3[C@@H]4C=C[C@@H]([C@H]5[C@@]4(C2C1O5)CCN3C)O acryl-morphine